1,3-dimethylimidazole iodonium salt [IH2+].CN1CN(C=C1)C